[(E)-[(2E)-3-[1-(2-nitrophenyl)-1H-pyrrol-2-yl]prop-2-en-1-ylidene]amino]guanidine [N+](=O)([O-])C1=C(C=CC=C1)N1C(=CC=C1)/C=C/C=N/NC(=N)N